tert-Butyl (2S)-2-(((7-cyclobutyl-8-((8-ethynyl-7-fluoro-3-(methoxymethoxy)naphthalen-1-yl)(hydroxy)methyl)-6-((4-methoxybenzyl)thio)-7H-purin-2-yl)oxy)methyl)pyrrolidine-1-carboxylate C1(CCC1)N1C(=NC2=NC(=NC(=C12)SCC1=CC=C(C=C1)OC)OC[C@H]1N(CCC1)C(=O)OC(C)(C)C)C(O)C1=CC(=CC2=CC=C(C(=C12)C#C)F)OCOC